(R)-7-((S)-4-acryloyl-2-methylpiperazin-1-yl)-9-chloro-10-(2,4-difluorophenyl)-2,3-dihydro-5H-[1,4]thiazino[2,3,4-ij]quinazolin-5-one 1,1-dioxide C(C=C)(=O)N1C[C@@H](N(CC1)C1=NC(N2C3=C(C(=C(C=C13)Cl)C1=C(C=C(C=C1)F)F)S(CC2)(=O)=O)=O)C